2,15-dithia-1,16-hexadecanediol C(SCCCCCCCCCCCCSCO)O